BrC=1C=C(C=C(C1)Cl)C1(COC2(CC2)CN1C(C=C)=O)C 1-(6-(3-bromo-5-chlorophenyl)-6-methyl-4-oxa-7-azaspiro[2.5]octan-7-yl)prop-2-en-1-one